BrCCCCCCCCCCCCO 12-bromo-dodecan-1-ol